C[C@@H]([C@H]1[C@H]([C@H]([C@@H](O1)OC2=C(OC3=CC(=CC(=C3C2=O)O)O)C4=CC(=C(C=C4)O)O)O)O)O The molecule is a quercetin O-glycoside that is quercetin attached to a alpha-L-rhamnofuranosyl moiety at position 3 via a glycosidic linkage. It has a role as a metabolite. It is an alpha-L-rhamnofuranoside, a monosaccharide derivative, a tetrahydroxyflavone and a quercetin O-glycoside.